C1(CC1)N1CC(C1)C1=C(C=CC=C1)C(C)C cyclopropyl-3-(2-isopropylphenyl)azetidine